[4-(2,2,2-trifluoroethyl)phenyl]methanol FC(CC1=CC=C(C=C1)CO)(F)F